(E)-5-methyl-2-(3'-phenyl-1',1'-difluoroallyl)benzo[d]oxazole CC=1C=CC2=C(N=C(O2)C(\C=C\C2=CC=CC=C2)(F)F)C1